1-[(2-{2,4-Difluoro-3-[(4-methoxyphenyl)methoxy]phenyl}-1,3-thiazol-5-yl)methyl]piperidin-2-one FC1=C(C=CC(=C1OCC1=CC=C(C=C1)OC)F)C=1SC(=CN1)CN1C(CCCC1)=O